CN1N=CC=C1C1=CC=C(C2=C1OCCO2)NC=2N=C(C1=C(N2)NC=C1C#N)NC1COC1 2-((8-(1-methyl-1H-pyrazol-5-yl)-2,3-dihydrobenzo[b][1,4]dioxin-5-yl)amino)-4-(oxetan-3-ylamino)-7H-pyrrolo[2,3-d]pyrimidine-5-carbonitrile